5,12-Bis(4-carboxyphenyl)tetracen C(=O)(O)C1=CC=C(C=C1)C1=C2C=CC=CC2=C(C2=CC3=CC=CC=C3C=C12)C1=CC=C(C=C1)C(=O)O